N1=C(C=CC=C1)C1=CC=NC=C1 2,4'-bipyridin